2-amino-7-(3-fluorobenzyl)-9-((2R,3R,5S)-3-hydroxy-5-(hydroxymethyl)tetrahydrofuran-2-yl)-7,9-dihydro-8H-purin-8-one NC1=NC=C2N(C(N(C2=N1)[C@@H]1O[C@@H](C[C@H]1O)CO)=O)CC1=CC(=CC=C1)F